C(C)(C)C1=C(C=CC=C1)C1=NC=C(C=N1)C1=NC(=NO1)C1=CC=C(C=C1)C=1N(C=C(N1)C(F)(F)F)C (2-(2-isopropylphenyl)pyrimidin-5-yl)-3-(4-(1-methyl-4-(trifluoromethyl)-1H-imidazol-2-yl)phenyl)-1,2,4-oxadiazole